1-(4-methoxyphenyl)-3-styryl-5-phenyl-pyrazoline COC1=CC=C(C=C1)N1NC(=CC1C1=CC=CC=C1)C=CC1=CC=CC=C1